(R)-N-(1-(3-amino-5-(trifluoromethyl)phenyl)ethyl)-2-methyl-6-(5-methyl-1,2,4-oxadiazol-3-yl)-7-(pyrrolidin-1-yl)pyrido[2,3-d]pyrimidin-4-amine NC=1C=C(C=C(C1)C(F)(F)F)[C@@H](C)NC=1C2=C(N=C(N1)C)N=C(C(=C2)C2=NOC(=N2)C)N2CCCC2